COC1=C(C2=C(C=N1)C=NN2C)NS(=O)(=O)C=2C=NC(=CC2)N2N=CC(=C2)C N-{6-methoxy-1-methylpyrazolo[4,3-c]pyridin-7-yl}-6-(4-methylpyrazol-1-yl)pyridine-3-sulfonamide